[Si](C)(C)(C(C)(C)C)OCCNC 2-[tert-butyl(dimethyl)silyl]oxy-N-methyl-ethanamine